E-1,3-dimethyl-7,9-dihydro-1H-purine-2,6,8(3H)-trione CN1C(N(C=2NC(NC2C1=O)=O)C)=O